lithium 1-[(3R)-3-(3-chlorophenoxy) pyrrolidin-1-yl] cyclobutane-1-carboxylate C1(CCC1)C(=O)ON1C[C@@H](CC1)OC1=CC(=CC=C1)Cl.[Li]